potassium butanedione CC(C(C)=O)=O.[K]